(3aR,5s,6aS)-N-(6-(2,4-dimethyl-2H-indazol-5-yl)pyridazin-3-yl)-2-((2,2-dimethyltetrahydro-2H-pyran-4-yl)methyl-d2)octahydrocyclopenta[c]pyrrol-5-amine CN1N=C2C=CC(=C(C2=C1)C)C1=CC=C(N=N1)NC1C[C@@H]2[C@@H](CN(C2)C([2H])([2H])C2CC(OCC2)(C)C)C1